N-(cyclopropylmethoxy)-5-(piperazine-1-yl)pyridineamide C1(CC1)CONC(=O)C1=NC=C(C=C1)N1CCNCC1